(R)-1-phenylethane-1-Amine C1(=CC=CC=C1)[C@@H](C)N